FC(CNC1=CC=CC=C1)(F)F (2,2,2-trifluoroethyl)aniline